ClC1=C(C=CC=C1C1=NN2C(C(CCC2)N2CCCC2)=C1)C1=C(C(=CC=C1)NC=1N=CC=C2C=C(C=NC12)CN1C[C@@H](CC1)O)Cl (3R)-1-(2-(2,2'-dichloro-3'-((3-(((R)-3-hydroxypyrrolidin-1-yl)methyl)-1,7-naphthyridin-8-yl)amino)-[1,1'-biphenyl]-3-yl)-4,5,6,7-tetrahydropyrazolo[1,5-a]pyridin-4-yl)pyrrolidine